C(C)(C)(C)C1N(CCC(C1)N1C=C(C2=C1N=CN=C2NCC2=C(C=C(C=C2)OC)OC)I)C(=O)OC(CN2C=NC=C2)C2=CC(=CC=C2)C 1-(3-methylphenyl)-2-(1H-imidazol-1-yl)ethan-1-ol TERT-BUTYL-4-(4-((2,4-DIMETHOXYBENZYL)AMINO)-5-IODO-7H-PYRROLO[2,3-D]PYRIMIDIN-7-YL)PIPERIDINE-1-CARBOXYLATE